1-hydroxy-propylamino-4-aminobenzene OC(CC)NC1=CC=C(C=C1)N